[N-](S(=O)(=O)C(F)(F)F)S(=O)(=O)C(F)(F)F.C(C=C)(=O)OCCC[N+](C)(C)C acryloyloxypropyltrimethylammonium bis(trifluoromethanesulfonyl)imide